COC1=CC=C(CN(C2=C(C=CC(=N2)C2CCC(CC2)=O)F)CC2=CC=C(C=C2)OC)C=C1 4-(6-(bis(4-methoxybenzyl)amino)-5-fluoropyridin-2-yl)cyclohexan-1-one